(2S,3S,4R)-1-O-(α-D-galactosyl)-2-(N-triacontanoylamino)-1,3,4-hexanetriol [C@H]1([C@H](O)[C@@H](O)[C@@H](O)[C@H](O1)CO)OC[C@@H]([C@@H]([C@@H](CC)O)O)NC(CCCCCCCCCCCCCCCCCCCCCCCCCCCCC)=O